BrC=1C=C2C=NC(C2=C(C1)F)=O 5-Bromo-7-fluoroisoindol-1-one